O(C1=CC=C(C=C1)B(O)O)C1=CC=C(C=C1)B(O)O (oxydi-4,1-phenylene)bis[boronic acid]